(S,S)-trans-Cyclopentane C1CCCC1